cyclopropane-1,1-dicarboxylic acid [4-(6,7-dimethoxyquinolin-4-yloxy)phenyl] amide (4-fluoro-phenyl) amide malate salt C(C(O)CC(=O)O)(=O)O.FC1=CC=C(C=C1)NC(=O)C1(CC1)C(=O)NC1=CC=C(C=C1)OC1=CC=NC2=CC(=C(C=C12)OC)OC